2-[2-[(1-methyl-4-piperidyl)methylcarbamoyl]indan-2-yl]acetic acid CN1CCC(CC1)CNC(=O)C1(CC2=CC=CC=C2C1)CC(=O)O